FC(C=1C(=NC=NC1)C(=O)NC(C(=O)O)CC)(F)F 2-(5-(trifluoromethyl)pyrimidine-4-carboxamido)butanoic acid